4-oxo-1-thia-3a-aza-3-indancarboxylic acid O=C1N2C(CSC2=CC=C1)C(=O)O